(E)-6-(2-ethoxyvinyl)-3-methylisoquinoline C(C)O/C=C/C=1C=C2C=C(N=CC2=CC1)C